C(C)(C)(C)OC(=O)NC(C(=O)O)C [(tert-butoxy)carbonyl]aminopropionic acid